(4-Acryloylpiperazin-1-yl)-7-(5-amino-2,3,4-trifluorophenyl)-6-chloro-1-(2-isopropyl-4-methylpyridin-3-yl)-2-oxo-1,2-dihydro-1,8-naphthyridine-3-carbonitrile C(C=C)(=O)N1CCN(CC1)C1=C(C(N(C2=NC(=C(C=C12)Cl)C1=C(C(=C(C(=C1)N)F)F)F)C=1C(=NC=CC1C)C(C)C)=O)C#N